(±)-3-(trans-2-cyanocyclopropanecarboxamido)-6-(3-(4-methoxybenzyl)-5-methyl-2-oxo-2,3-dihydrobenzo[d]oxazol-6-yl)isoquinolin-8-ylcarbamic acid tert-butyl ester C(C)(C)(C)OC(NC=1C=C(C=C2C=C(N=CC12)NC(=O)[C@H]1[C@@H](C1)C#N)C1=CC2=C(N(C(O2)=O)CC2=CC=C(C=C2)OC)C=C1C)=O |r|